ClC=1C=C(C=CC1Cl)/C=C/C(=O)OCCC1=CC=CC=C1 2-Phenylethyl (2E)-3-(3,4-dichlorophenyl)prop-2-enoate